(2S,4R)-1-((S)-2-amino-3,3-dimethylbutyryl)-4-hydroxy-N-((S)-1-(4-(1-methyl-1H-pyrazol-5-yl)phenyl)ethyl)pyrrolidine-2-carboxamide N[C@H](C(=O)N1[C@@H](C[C@H](C1)O)C(=O)N[C@@H](C)C1=CC=C(C=C1)C1=CC=NN1C)C(C)(C)C